1,3,4,6-tetra-phenoxymethyl-tetrahydro-imidazo[4,5-d]imidazole-2,5-dione O(C1=CC=CC=C1)CN1C(N(C2C1N(C(N2COC2=CC=CC=C2)=O)COC2=CC=CC=C2)COC2=CC=CC=C2)=O